CC1C(CC(CC1)C(=C)C)O 2-Methyl-5-(1-methylethenyl)-cyclohexan-1-ol